ClCC(=O)NC1C(CN(CC1)C(=O)OCC1=CC=CC=C1)O benzyl 4-(2-chloroacetamido)-3-hydroxypiperidine-1-carboxylate